(S)-3-butyl-4,5-dihydroisobenzofuran-1(3H)-one C(CCC)[C@@H]1OC(C=2C=CCCC12)=O